1-(8-hydroxyoctyl)-3-methyl-N-{2-[(2R)-1-methylpyrrolidin-2-yl]imidazo[1,2-a]pyrazin-6-yl}indazole-6-carboxamide OCCCCCCCCN1N=C(C2=CC=C(C=C12)C(=O)NC=1N=CC=2N(C1)C=C(N2)[C@@H]2N(CCC2)C)C